1-(2,4-bis(trifluoromethyl)phenyl)ethan-1-one FC(C1=C(C=CC(=C1)C(F)(F)F)C(C)=O)(F)F